N1=NC=NC=C1C(=O)N 1,2,4-triazine-6-Formamide